C(C=C)OC1=C(C=C(C=C1)C=CC(C)=O)O 4-(4-(allyloxy)-3-hydroxyphenyl)but-3-en-2-one